FC(C1=CC=C(C=C1)S(=O)(=O)C1=CC=C(C=C1)C(F)(F)F)(F)F 4-trifluoromethylphenyl sulfone